ClC1=C2C(=NC=C1)C(CCO2)N 8-chloro-3,4-dihydro-2H-pyrano[3,2-b]pyridin-4-amine